(4-amino-1,3-dihydrofuro[3,4-c][1,7]naphthyridin-8-yl)-[(2R)-4,4-difluoro-2-[4-(trifluoromethyl)phenyl]-1-piperidyl]methanone NC1=NC=2C=NC(=CC2C2=C1COC2)C(=O)N2[C@H](CC(CC2)(F)F)C2=CC=C(C=C2)C(F)(F)F